C(CCC(=O)OCOC(=O)N1C=C(C2=CC(=CC=C12)OC)CCN(C)C)(=O)OC(C)(C)C tert-Butyl (((3-(2-(dimethylamino)ethyl)-5-methoxy-1H-indole-1-carbonyl)oxy)methyl) succinate